ClC1=CC=C(C=C1)C=1N=C2C(=NC1)N=C(S2)NC(=O)C=2C=NC(=CC2C2=CC(=NC=C2OC)C#N)C N-(6-(4-chlorophenyl)thiazolo[4,5-b]pyrazin-2-yl)-2'-cyano-5'-methoxy-6-methyl-[4,4'-bipyridine]-3-carboxamide